OCC1(CCC1)NC=1C2=C(N=C(N1)N1CC(C1)(C1=CC=C(C=C1)NC)OC)CC[S@]2=O |r| (R/S)-4-((1-(hydroxymethyl)cyclobutyl)amino)-2-(3-methoxy-3-(4-(methylamino)phenyl)azetidin-1-yl)-6,7-dihydrothieno[3,2-d]pyrimidine 5-oxide